2-(Benzo[c][1,2,5]thiadiazol-5-yl)-5-methylpiperidine-1-carboxylic acid tert-butyl ester C(C)(C)(C)OC(=O)N1C(CCC(C1)C)C1=CC=2C(=NSN2)C=C1